2-iodo-4-(trifluoromethyl)aniline methyl-(S)-3-((tert-butoxycarbonyl)(methyl)amino)-2,3-dihydrobenzofuran-6-carboxylate COC(=O)C1=CC2=C([C@@H](CO2)N(C)C(=O)OC(C)(C)C)C=C1.IC1=C(N)C=CC(=C1)C(F)(F)F